BrC1=CC(=C(C(=C1)C)C1=CC=C(N=N1)CNC1CCOCC1)OC N-((6-(4-Bromo-2-methoxy-6-methylphenyl)pyridazin-3-yl)methyl)tetrahydro-2H-pyran-4-amine